NC1=CC(=C2OC(CCCCC[C@](C3=NN=C(C1=N2)O3)(O)C(F)(F)F)CC3=CC=C(C=C3)F)C(F)(F)F (6R)-17-amino-12-[(4-fluorophenyl)methyl]-6,15-bis(trifluoromethyl)-13,19-dioxa-3,4,18-triazatricyclo[12.3.1.12,5]nonadeca-1(18),2,4,14,16-penta-en-6-ol